2-(4-((4-hydroxyphenyl)(pyridin-2-yl)methyl)phenoxy)ethyl acetate C(C)(=O)OCCOC1=CC=C(C=C1)C(C1=NC=CC=C1)C1=CC=C(C=C1)O